OC1=C(C=CC(=C1)OC(CCCCCC)CC)N1N=C2C(=N1)C=CC=C2 2-[2'-hydroxy-4'-(1''-ethylheptyl)oxyphenyl]benzotriazole